bisAllylamine C(C=C)NCC=C